N-methylpiperidine-2-carboxamide hydrochloride Cl.CNC(=O)C1NCCCC1